methyl ((4-bromophenoxy) (((2S,5R)-5-(5-methyl-2-oxo-4-thioxo-3,4-dihydropyrimidin-1(2H)-yl)-2,5-dihydrofuran-2-yl)methoxy) phosphoryl)-L-alaninate BrC1=CC=C(OP(=O)(OC[C@H]2O[C@H](C=C2)N2C(NC(C(=C2)C)=S)=O)N[C@@H](C)C(=O)OC)C=C1